C(C)(C)(C)OC(=O)N1CCC(=CC1)C1=CC(=C(C(=O)O)C=C1)F 4-(1-(T-Butoxycarbonyl)-1,2,3,6-tetrahydropyridin-4-yl)-2-fluorobenzoic acid